ClC=1C=NC(=C(C(=O)N(C)C2CCOC3=CC=CC=C23)C1)OC 5-chloro-N-(chroman-4-yl)-2-methoxy-N-methylnicotinamide